FC1=C(C=CC(=C1)[N+](=O)[O-])N1C=NC=C1 1-(2-fluoro-4-nitrophenyl)imidazole